FC(C)(F)C1=NC(=CC(=C1)C1=CN(C2=CN=CC=C21)C)OC 3-(2-(1,1-difluoroethyl)-6-methoxypyridin-4-yl)-1-methyl-1H-pyrrolo[2,3-c]pyridin